carboxyphenolate C(=O)(O)C1=C(C=CC=C1)[O-]